ClC=1C=C(C=CC1F)C1(CC(=NN1C1=NC(=CC(=C1)C(F)(F)F)C)C(=O)NCCN1CCCC1)C(=O)NC 5-(3-chloro-4-fluorophenyl)-N5-methyl-1-(6-methyl-4-(trifluoromethyl)pyridin-2-yl)-N3-(2-(pyrrolidin-1-yl)ethyl)-4,5-dihydro-1H-pyrazole-3,5-dicarboxamide